FC1=C(C=CC(=C1)F)C=1C2=C(N=C(N1)C1CC(OCC1)C1=CC(=NC=C1)C)N=C(C=C2)C 4-(2,4-difluorophenyl)-7-methyl-2-(2-(2-methylpyridin-4-yl)tetrahydro-2H-pyran-4-yl)pyrido[2,3-d]pyrimidine